Fluoro-3-[1-(oxan-2-yl)pyrazol-4-yl]Pyridine methyl-2-bromo-5-[[4-[(trans)-(2-cyanocyclopentyl)amino]-5-methyl-pyrimidin-2-yl]amino]-3-methyl-benzoate COC(C1=C(C(=CC(=C1)NC1=NC=C(C(=N1)N[C@H]1[C@@H](CCC1)C#N)C)C)Br)=O.FC1=NC=CC=C1C=1C=NN(C1)C1OCCCC1